C1(=CC=CC=C1)C1=CC=C(C2=CC=CC=C12)B(O)O 4-phenyl-(naphthalene-1-yl)boronic acid